CC1=NN(C2=NC(=NC(=C21)N2[C@@H](CCC2)CO)NC=2N=CN(C2)C2=CC(=C(C(=C2)OC)OC)OC)C2COCC2 ((2S)-1-(3-methyl-1-(tetrahydrofuran-3-yl)-6-((1-(3,4,5-trimethoxyphenyl)-1H-imidazol-4-yl)amino)-1H-pyrazolo[3,4-d]pyrimidin-4-yl)pyrrolidin-2-yl)methanol